N,4',6'-triphenyl-[1,1':2',1''-terphenyl]-4-amine C1(=CC=CC=C1)NC1=CC=C(C=C1)C=1C(=CC(=CC1C1=CC=CC=C1)C1=CC=CC=C1)C1=CC=CC=C1